N-{(R)-4-[(3R,4R,5S)-3-amino-4-hydroxy-5-methylpiperidin-1-yl]-7-hydroxy-6,7-dihydro-5H-cyclopenta[b]pyridin-3-yl}-6-(2,6-difluorophenyl)-5-fluoropyridinecarboxamide benzenesulfonate C1(=CC=CC=C1)S(=O)(=O)O.N[C@@H]1CN(C[C@@H]([C@H]1O)C)C1=C2C(=NC=C1NC(=O)C1=NC(=C(C=C1)F)C1=C(C=CC=C1F)F)[C@@H](CC2)O